NC1=NN2C(C=C(C=C2)C2=CN=C(C(=N2)C(=O)N[C@H](C([2H])([2H])[2H])C2=C(C=CC(=C2)OC(F)(F)F)F)OC)=N1 (R)-6-(2-amino-[1,2,4]triazolo[1,5-a]pyridin-7-yl)-N-(1-(2-fluoro-5-(trifluoromethoxy)phenyl)ethyl-2,2,2-d3)-3-methoxypyrazine-2-carboxamide